methyl((4-(5-(trifluoromethyl)-1,2,4-oxadiazol-3-yl)benzyl)imino)(4-(trifluoromethyl)phenyl)-λ6-sulfanone CS(=O)(C1=CC=C(C=C1)C(F)(F)F)=NCC1=CC=C(C=C1)C1=NOC(=N1)C(F)(F)F